P(=O)(O[C@@H](CC)C1=NC=C(C(=C1)C)C=1C=2N(C3=CC(=NC=C3C1)NC(=O)[C@@H]1[C@@H](C1)F)N=CN2)(O)O (S)-1-(5-(8-((1R,2R)-2-fluorocyclopropane-1-carboxamido)-[1,2,4]triazolo[1,5-a][1,6]naphthyridin-4-yl)-4-methylpyridin-2-yl)propyl dihydrogen phosphate